4,4-dichloro-5,5-difluoro-2-trifluoromethyl-2-pentafluoroethyl-1,3-dioxolane ClC1(OC(OC1(F)F)(C(C(F)(F)F)(F)F)C(F)(F)F)Cl